C(C)(C)(C)OC(=O)N1CCC(CC1)NC1=CC(=NC(=C1)N1CCOCC1)Cl 4-((2-chloro-6-morpholinylpyridin-4-yl)amino)piperidine-1-carboxylic acid tert-butyl ester